6-fluoro-4-nitro-5-(prop-1-en-2-yl)-2,3-dihydro-1H-indene FC1=C(C(=C2CCCC2=C1)[N+](=O)[O-])C(=C)C